C(C)(C)(C)OC(=O)N1[C@H](CN(CC1)C1=CC(=NC=2CN(CCC12)C(=O)OCC1=CC=CC=C1)OC[C@H]1N(CCC1)C)CC#N benzyl 4-((S)-4-(tert-butyloxycarbonyl)-3-(cyanomethyl) piperazin-1-yl)-2-(((S)-1-methylpyrrolidin-2-yl) methoxy)-5,8-dihydro-1,7-naphthyridine-7(6H)-carboxylate